FC=1C=C(CC2=CC(=C(C=3CCOC32)OC)C(=O)N[C@H]3CCOC[C@@H]3O)C=CC1C(NC[C@@H]1OCCC1)=O 1,5-anhydro-2,3-dideoxy-3-(((7-(3-fluoro-4-(((2R)-tetrahydrofuran-2-ylmethyl)carbamoyl)-benzyl)-4-methoxy-2,3-dihydro-1-benzofuran-5-yl)carbonyl)amino)-L-threo-pentitol